C(#N)C=1C=C(C=CC1)C1=NN2C(N=C(C=C2)C(=O)N[C@@H]2COC[C@]2(C)O)=C1C1=CC(=NC(=C1)C)C 2-(3-cyanophenyl)-3-(2,6-dimethyl-4-pyridyl)-N-[(3R,4R)-4-hydroxy-4-methyl-tetrahydrofuran-3-yl]pyrazolo[1,5-a]pyrimidine-5-carboxamide